C1(CCC1)[C@@H]1CN2C(CO1)=C(C(=N2)C2=NC=C(C=C2)F)C2=C1C(=NC=C2)NN=C1 (R)-6-Cyclobutyl-2-(5-fluoropyridin-2-yl)-3-(1H-pyrazolo[3,4-b]pyridin-4-yl)-6,7-dihydro-4H-pyrazolo[5,1-c][1,4]oxazine